3-methyl-4-(pyridin-3-yl)-1H-pyrrole-2-carboxylic acid ethyl ester C(C)OC(=O)C=1NC=C(C1C)C=1C=NC=CC1